O=C1NC(CCC1N1C(C2=CC(=C(C=C2C1=O)F)N1CCN(CC1)CC1CCN(CC1)C1=C2C[C@H]([C@H](C2=C(C=C1)S(=O)(=O)C)O)F)=O)=O cis-2-(2,6-dioxopiperidin-3-yl)-5-fluoro-6-(4-((1-((1S)-2-fluoro-1-hydroxy-7-(methylsulfonyl)-2,3-dihydro-1H-inden-4-yl)piperidin-4-yl)methyl)piperazin-1-yl)isoindoline-1,3-dione